(R)-N-(2-cyclopropyl-4-(3-methylpiperazin-1-yl)phenyl)-4-(4-(methylsulfonyl)thiophen-2-yl)-5-(trifluoromethyl)pyrimidin-2-amine C1(CC1)C1=C(C=CC(=C1)N1C[C@H](NCC1)C)NC1=NC=C(C(=N1)C=1SC=C(C1)S(=O)(=O)C)C(F)(F)F